(2,4,5-trifluoro-3-hydroxyphenyl)-3-(4-(3-(trifluoromethyl)-[1,2,4]triazolo[4,3-b]pyridazin-6-yl)piperazine-1-carbonyl)isoxazole-4-carbonitrile FC1=C(C=C(C(=C1O)F)F)C1=C(C(=NO1)C(=O)N1CCN(CC1)C=1C=CC=2N(N1)C(=NN2)C(F)(F)F)C#N